2,2',2''-(3,3''-di(10H-phenothiazin-10-yl)-[1,1':2',1''-terphenyl]-3',4',6'-triyl)tris(benzo[d]oxazole) C1=CC=CC=2SC3=CC=CC=C3N(C12)C=1C=C(C=CC1)C=1C(=C(C(=CC1C=1OC2=C(N1)C=CC=C2)C=2OC1=C(N2)C=CC=C1)C=1OC2=C(N1)C=CC=C2)C2=CC(=CC=C2)N2C1=CC=CC=C1SC=1C=CC=CC21